CC1=CC=C(C=C1)S(=O)(=O)N\N=C(\C1=CC=CC=C1)/C1=CC(=CC=C1)[N+](=O)[O-] 4-methyl-N-[(Z)-[(3-nitrophenyl)-phenyl-methylene]amino]benzenesulfonamide